3-(3-chloropropyl)-7,8-dimethoxy-1,3-dihydro-2H-3-benzazepin ClCCCN1C=CC2=C(CC1)C=C(C(=C2)OC)OC